Cl.S1[Se]C[C@H](CC1)N (S)-1,2-Thiaselenan-4-amine hydrochloride